[4-(1H-pyrazol-5-yl)phenyl]boronic acid N1N=CC=C1C1=CC=C(C=C1)B(O)O